C(C=C)(=O)NC=1C(=CC(=C(C1)NC1=NC=C(C(=N1)C1=CN(C2=CC=CC=C12)C)C(=O)OC(C)C)OC)N(C)CCN(C)C isopropyl 2-((5-acrylamido-4-((2-(dimethylamino)ethyl)(methyl)amino)-2-methoxyphenyl)amino)-4-(1-methyl-1H-indol-3-yl)pyrimidine-5-carboxylate